FC(C1=CC=CC(=N1)NC(=O)C=1C(=CC=2N(C1)C=C(N2)C2CCN(CC2)CC(=C2CCNCC2)F)OC(C)C)F N-[6-(difluoromethyl)-2-pyridinyl]-2-[1-[2-fluoro-2-(4-piperidinylidene)ethyl]-4-piperidinyl]-7-isopropoxy-imidazo[1,2-a]pyridine-6-carboxamide